mono-n-propyl-itaconic acid C(CC)C=C(C(=O)O)CC(=O)O